FC1=C(C=C(C(=C1)S(=O)(=O)C1=CC=C(C=C1)F)F)F 1,2,4-trifluoro-5-((4-fluorophenyl)sulfonyl)benzene